Methyl 2'-fluoro-3-hydroxy-5-methyl-[1,1'-biphenyl]-2-carboxylate FC1=C(C=CC=C1)C=1C(=C(C=C(C1)C)O)C(=O)OC